N-(4-chloro-3-ethynyl-2-fluoro-phenyl)-6-[(3R)-pyrrolidin-3-yl]quinazolin-4-amine ClC1=C(C(=C(C=C1)NC1=NC=NC2=CC=C(C=C12)[C@@H]1CNCC1)F)C#C